[K].NC=1C=C(C(=CC1)C1=CC=C(C=C1)Cl)S(=O)(=O)NCC1=C(C=C(C=C1)OC)OC 4-amino-4'-chloro-N-(2,4-dimethoxybenzyl)biphenyl-2-sulfonamide potassium